(+)-trans-6-[3-(4-tert-butylphenyl)azetidine-1-carbonyl]-4,4a,5,7,8,8a-hexahydropyrido[4,3-b][1,4]oxazin-3-one C(C)(C)(C)C1=CC=C(C=C1)C1CN(C1)C(=O)N1C[C@@H]2[C@H](OCC(N2)=O)CC1